ClC1=C(C=C(C=C1)C)CC(=O)NC1=CC(=C(C=C1)N1N=CC(=C1)F)S(N)(=O)=O 2-(2-chloro-5-methylphenyl)-N-[4-(4-Fluoro-1H-pyrazol-1-yl)-3-sulfamoylphenyl]acetamide